N1(C=NC=C1)C=1C=C(C=O)C=CC1 3-(1H-Imidazol-1-yl)benzaldehyde